ClC=1C=C(C(=C(C1)C1=C2C(=NN1C)C=C(S2)CN2C(C1C(C1C2=O)(C)C)=O)OC2CCNCC2)C 3-((3-(5-chloro-3-methyl-2-(piperidin-4-yloxy)phenyl)-2-methyl-2H-thieno[3,2-c]pyrazol-5-yl)methyl)-6,6-dimethyl-3-azabicyclo[3.1.0]hexane-2,4-dione